BrC1=C(C=2N(C=C1)C(=NN2)C)COC 7-Bromo-8-(methoxymethyl)-3-methyl-[1,2,4]triazolo[4,3-a]pyridine